1,3-dimethoxy-1,3-disilacyclobutane CO[SiH]1C[SiH](C1)OC